C(=C\C1=CC=CC=C1)/S(=O)(=O)Cl (E)-styrylsulfonyl chloride